1-(4-(3-amino-1H-indazol-5-yl)pyridine-2-yl)-3-ethylurea NC1=NNC2=CC=C(C=C12)C1=CC(=NC=C1)NC(=O)NCC